3-[4-[4-(3,3-difluoro-4-piperidyl)piperazin-1-yl]-3-fluoro-anilino]piperidine-2,6-dione FC1(CNCCC1N1CCN(CC1)C1=C(C=C(NC2C(NC(CC2)=O)=O)C=C1)F)F